1-(5-fluoro-7-((6-(trifluoromethyl)pyridin-3-yl)oxy)-3,4-dihydroisoquinolin-2(1H)-yl)prop-2-en-1-one FC1=C2CCN(CC2=CC(=C1)OC=1C=NC(=CC1)C(F)(F)F)C(C=C)=O